rel-(2S,6S)-4-(1-chloro-3-(5-(difluoromethyl)-1,3,4-thiadiazol-2-yl)-6-(N-(1-methylcyclopropyl)sulfamoyl)imidazo[1,5-a]pyridin-8-yl)-6-methylmorpholine-2-carboxamide ClC=1N=C(N2C1C(=CC(=C2)S(NC2(CC2)C)(=O)=O)N2C[C@H](O[C@H](C2)C)C(=O)N)C=2SC(=NN2)C(F)F |o1:20,22|